tert-Butyl 4-(3-methyl-2-oxo-1,3-benzoxazol-7-yl)piperidine-1-carboxylate CN1C(OC2=C1C=CC=C2C2CCN(CC2)C(=O)OC(C)(C)C)=O